(Z) and (E)-1-(4-chlorophenyl)-2-(1H-pyrazol-1-yl)ethanone O-methyl oxime CON=C(CN1N=CC=C1)C1=CC=C(C=C1)Cl